diisobutyl 1,3-propanedisulfonate C(CCS(=O)(=O)OCC(C)C)S(=O)(=O)OCC(C)C